BrC=1C=C2C3=C(C=CNC3=CC=C2)C1 5-bromo-1H-benzo[de]quinoline